6-[[tert-butyl(dimethyl)silyl]oxymethyl]-1-methyl-6,7-dihydro-5H-cyclopenta[c]pyridin-3-amine [Si](C)(C)(C(C)(C)C)OCC1CC2=C(C(=NC(=C2)N)C)C1